C(C)OC(=O)[C@@H]1C([C@H]1C1=CC=C(C=C1)S(N)(=O)=O)(C)C Trans-2,2-dimethyl-3-(4-sulfamoylphenyl)cyclopropanecarboxylic acid ethyl ester